NC1=C2C(=NC=N1)N(N=C2C2=CC=C(C=C2)NC(=O)NC2=CC(=CC=C2)C(C(F)(F)F)(F)F)C(C)C 1-(4-(4-Amino-1-isopropyl-1H-pyrazolo[3,4-d]pyrimidin-3-yl)phenyl)-3-(3-(perfluoroethyl)phenyl)urea